[Cl-].C(=O)(O)C1=CC=C(C[N+](C)(C)CCCCCCCCCCCCCCCC)C=C1 N-(4-carboxybenzyl)-N,N-dimethyl-hexadecyl-ammonium chloride